FC(C(=O)NNC(=O)C=1N=C(SC1)C)F N'-(2,2-difluoroacetyl)-2-methyl-thiazole-4-carbohydrazide